NC1=NC=CC2=C1C=C(S2)CNC(=O)[C@H](C)NC(OC(C)(C)C)=O tert-Butyl N-[(1S)-1-[({4-aminothieno[3,2-c]pyridin-2-yl}methyl)carbamoyl]ethyl]carbamate